sodium 2,4-diaminomethylbenzenesulfonate NCC1=C(C=CC(=C1)CN)S(=O)(=O)[O-].[Na+]